trans-3-{[(5-fluoropyridin-2-yl)oxy]methyl}-4-methyl-2-[2-methyl-5-(pyrimidin-2-yl)-1,3-thiazole-4-carbonyl]-2-azabicyclo[3.1.1]heptane FC=1C=CC(=NC1)OCC1N(C2CC(C1C)C2)C(=O)C=2N=C(SC2C2=NC=CC=N2)C